O1C(=CC=C1)C(CN1C(C2=CC=CC=C2C1=O)=O)O 2-(2-(furan-2-yl)-2-hydroxyethyl)isoindoline-1,3-dione